FC1=CC=C(C[C@H](NC(OCC2=CC=CC=C2)=O)C(N[C@H](C(N[C@H](C(=O)OC)C[C@H]2C(NCCC2)=O)=O)CC(C)C)=O)C=C1 Methyl (5S,8S,11S)-5-(4-fluorobenzyl)-8-isobutyl-3,6,9-trioxo-11-(((S)-2-oxopiperidin-3-yl)methyl)-1-phenyl-2-oxa-4,7,10-triazadodecan-12-oate